C(=CC)CO[Si](OC)(OC)CCCCCCCCCCCC propenyldodecyltrimethoxysilane